BrC1=CC(=C(C=C1)N1C(N(C2=C1C=CC=C2)CC2CCC(CC2)NC(C2=C(N=CC(=C2)Cl)C)=O)=O)C#N N-((1r,4r)-4-((3-(4-bromo-2-cyanophenyl)-2-oxo-2,3-dihydro-1H-benzo[d]imidazol-1-yl)methyl)cyclohexyl)-5-chloro-2-methylnicotinamide